BrC1=CC=CC(=N1)N1CSCC1 (S)-N-(6-bromopyridin-2-yl)thiazolidine